ClC1=C(N(C(C2=C(C=CC=C12)OC1=C(C=CC=C1)OC)=O)C1=CC=CC=C1)[C@H](C)NC=1C2=C(N=CN1)NC=CC2=O (S)-4-((1-(4-chloro-8-(2-methoxyphenoxy)-1-oxo-2-phenyl-1,2-dihydroisoquinolin-3-yl)ethyl)amino)pyrido[2,3-d]pyrimidin-5(8H)-one